[Si](C)(C)(C(C)(C)C)O[C@H]1CN(CC[C@]1(C=O)CC)C(=O)OC(C)(C)C |r| rac-tert-butyl (3R,4R)-3-((tert-butyldimethylsilyl)oxy)-4-ethyl-4-formylpiperidine-1-carboxylate